4-(1-(2-Chloro-4-(((2-(1,1-dioxidothiomorpholino)ethyl)amino)methyl)phenyl)-1H-pyrazol-4-yl)-2-((1-(methylsulfonyl)piperidin-4-yl)amino)pyrimidine-5-carbonitrile ClC1=C(C=CC(=C1)CNCCN1CCS(CC1)(=O)=O)N1N=CC(=C1)C1=NC(=NC=C1C#N)NC1CCN(CC1)S(=O)(=O)C